BrC=1C(=C2C(=NC1)NC(=N2)C2=C(N(C(=C2)C)C2=C(C=CC=C2Cl)Cl)C)NC=2C=C(C=CC2)S(=O)(=O)N 3-((6-bromo-2-(1-(2,6-dichlorophenyl)-2,5-dimethyl-1H-pyrrol-3-yl)-3H-imidazo[4,5-b]pyridin-7-yl)amino)benzenesulfonamide